COCCOCCOCCOCCNC(=O)C=1C=C(C=CC1)C[C@@H](C(=O)O)NC (S)-3-(3-((2,5,8,11-tetraoxatridecan-13-yl)carbamoyl)phenyl)-2-(methylamino)propanoic acid